CC1N(C(CCC1)C)C=1N=C(C2=C(C=NNC2=O)N1)NC1=CC=C(C=C1)N1CCC2(CC2)CC1 6-(4-((2-(2,6-Dimethylpiperidin-1-yl)-5-oxo-5,6-dihydropyrimido[4,5-d]pyridazin-4-yl)amino)phenyl)-6-azaspiro[2.5]octan